C1(CC1)N1N=CC(=C1)NC1=NC=C(C(=N1)C1OC2=CC=CC=C2C=C1C#N)C (2-((1-cyclopropyl-1H-pyrazol-4-yl)amino)-5-methylpyrimidin-4-yl)-2H-chromen-3-carbonitrile